BrC1=NNC2=CC=C(C=C12)C1=CC(=CC(=C1)F)F 3-bromo-5-(3,5-difluorophenyl)-1H-indazole